C(C)(=O)N1CC(CC(C1)O)NC(OC(C)(C)C)=O tert-butyl (1-acetyl-5-hydroxypiperidin-3-yl)carbamate